C1(=CC(=CC(=C1)C(=O)OCCCN(CCCCCCCCC(OC(CC)CCCCC)=O)CCCCCCCCC(=O)OC(CC)CCCCC)C(=O)OCCCN(CCCCCCCCC(OC(CC)CCCCC)=O)CCCCCCCCC(=O)OC(CC)CCCCC)C(=O)OCCCN(CCCCCCCCC(OC(CC)CCCCC)=O)CCCCCCCCC(=O)OC(CC)CCCCC tris(3-(bis(9-(octan-3-yloxy)-9-oxononyl)amino)propyl) benzene-1,3,5-tricarboxylate